4-ethynyl-1,3-dioxolan-2-one C(#C)C1OC(OC1)=O